N-[(β-carbolin-1-yl)methyl]-9-methyl-β-carbolin-1-amine C1(=NC=CC=2C3=CC=CC=C3NC12)CNC1=NC=CC=2C3=CC=CC=C3N(C12)C